tert-butyl 4-[3-[2-[5-(dimethylsulfamoyl)-3-methyl-indol-1-yl]propanoylamino]-4-methyl-phenyl]piperazine-1-carboxylate CN(S(=O)(=O)C=1C=C2C(=CN(C2=CC1)C(C(=O)NC=1C=C(C=CC1C)N1CCN(CC1)C(=O)OC(C)(C)C)C)C)C